ONC(=O)C1=CC=C(C=C1)C1=C2C(=C(N(C2=CC=C1)CCOC1=CC=C(C=C1)OC)C)C(=O)N (4-(hydroxycarbamoyl)phenyl)-1-(2-(4-methoxyphenoxy)ethyl)-2-methyl-1H-indole-3-carboxamide